C(C)(C)(C)OC(NC1(CCN(CC1)C1=NC(=C(C(=N1)N)Br)C)C)=O (1-(4-amino-5-bromo-6-methylpyrimidin-2-yl)-4-methylpiperidin-4-yl)carbamic acid tert-butyl ester